tert-butyl N-[2-(2-{2-[(9S)-7-(4-chlorophenyl)-4,5,13-trimethyl-3-thia-1,8,11,12-tetraazatricyclo[8.3.0.02,6]trideca-2(6),4,7,10,12-pentaen-9-yl]acetamido}ethoxy)ethyl]carbamate ClC1=CC=C(C=C1)C=1C=2C(=C(SC2N2C(=NN=C2[C@@H](N1)CC(=O)NCCOCCNC(OC(C)(C)C)=O)C)C)C